3-(2-methoxy-4-di-n-hexylaminophenyl)-3-(1-n-octyl-2-methylindol-3-yl)-4,7-diazaphthalide COC1=C(C=CC(=C1)N(CCCCCC)CCCCCC)C1(OC(=O)C2=NC=CN=C12)C1=C(N(C2=CC=CC=C12)CCCCCCCC)C